CS(=O)(=O)NC=1C=C(C=CC1)NC1=NC=CC=N1 2-((3-(methylsulfonylamino)phenyl)amino)pyrimidine